C1(CC1)NC(C([C@H](C[C@H]1C(NCC1)=O)NC(=O)[C@@H]1CC2(CC2)CCN1C(=O)C1=NN(C(=C1)C1=CC=CC=C1)C)O)=O (3S)-N-cyclopropyl-2-hydroxy-3-{[(5S)-6-(1-methyl-5-phenylpyrazole-3-carbonyl)-6-azaspiro[2.5]octan-5-yl]formamido}-4-[(3S)-2-oxopyrrolidin-3-yl]butanamide